(E)-1-(((4-((2-(aminomethyl)-3-fluoroallyl)oxy)phenyl)sulfonyl)methyl)-4,4-dimethylpyrrolidin-2-one NC/C(/COC1=CC=C(C=C1)S(=O)(=O)CN1C(CC(C1)(C)C)=O)=C\F